methyl 8-chloro-4,5-dihydrobenzo[b]thieno[3,4-d]oxepine-9-carboxylate ClC=1C(=CC2=C(OCCC=3C2=CSC3)C1)C(=O)OC